ClC=1C=C(C=C(C1)NS(=O)(=O)C)NC(=O)C=1C=NN(C1)C1=NC=C(C=C1OCC1=CC(=CC(=C1)F)F)OC N-(3-chloro-5-methanesulfonamidophenyl)-1-{3-[(3,5-difluorophenyl)methoxy]-5-methoxypyridin-2-yl}pyrazole-4-carboxamide